CN1N=CC(=C1C)C=1C=2N(C(=NC1C)N1CCC3(CCC[C@H]3N)CC1)C=CN2 (R)-8-(8-(1,5-dimethyl-1H-pyrazol-4-yl)-7-methylimidazo[1,2-c]pyrimidin-5-yl)-8-azaspiro[4.5]decan-1-amine